NC1=NC(=CC(=N1)N1CCC2(C[C@H](NC2)C(=O)O)CC1)O[C@@H](C(F)(F)F)C1=CC=C(C=C1)C1=CC=C(C=C1)OC(F)(F)F (S)-8-(2-amino-6-((R)-2,2,2-trifluoro-1-(4'-(trifluoromethoxy)-[1,1'-biphenyl]-4-yl)ethoxy)pyrimidin-4-yl)-2,8-diazaspiro[4.5]decane-3-carboxylic acid